FC=1C=C2C(=C(/C(/C2=CC1)=C/C1=CC=C(C=C1)CCCC1=CC=C(C=C1)O)C)CC(=O)O (Z)-2-(5-Fluoro-1-(4-(3-(4-hydroxyphenyl)propyl)benzylidene)-2-methyl-1H-inden-3-yl)acetic acid